(6S,8R,9S)-6-(2,3-difluorophenyl)-8-hydroxy-6,7,8,9-tetrahydro-5H-cyclohepta[b]pyridin-9-yl 4-(2-oxo-2,3-dihydro-1H-imidazo[4,5-b]pyridin-1-yl)piperidine-1-carboxylate O=C1N(C=2C(=NC=CC2)N1)C1CCN(CC1)C(=O)O[C@@H]1[C@@H](C[C@H](CC=2C1=NC=CC2)C2=C(C(=CC=C2)F)F)O